(5RS)-5-[(4-cyclopropyl-2-methyl-phenyl)methyl]-3-[2-methyl-5-[3-(trifluoromethyl)phenoxy]Pyrimidin-4-yl]5,6-dihydro-4H-1,2,4-oxadiazine C1(CC1)C1=CC(=C(C=C1)C[C@H]1NC(=NOC1)C1=NC(=NC=C1OC1=CC(=CC=C1)C(F)(F)F)C)C |r|